[O-]P([O-])(=O)OP(=O)([O-])[O-].[Na+].[Na+].[Na+].[Na+] sodium diphosphate